3-(4-Chloropyrimidin-5-yl)-N-ethyl-N-isopropylthiophene-2-carboxamide ClC1=NC=NC=C1C1=C(SC=C1)C(=O)N(C(C)C)CC